[N-]=C=O.ClC=1C(C(C=CC1)(C)O)C chloroxylenol isocyanate